OC(CCCCCCCCCCCCCCCC(=O)O)CCCCCCCC 17-Hydroxy-pentacosanoic acid